NC=1OC(=CN1)C1=CC=C(C=C1)C1=CC(=NC=N1)NCCN1C(=CC2=C(C=C(C(=C12)F)F)OC)C {6-[4-(2-Amino-oxazol-5-yl)-phenyl]-pyrimidin-4-yl}-[2-(6,7-difluoro-4-methoxy-2-methyl-indol-1-yl)-ethyl]-amin